(S)-isopropyl-2-aminobutyrate C(C)(C)OC([C@H](CC)N)=O